C1NCC12OC[C@H](C2)N2CCC(CC2)C2=C(C=CC(=C2)F)C2CCC(CC2)O (S)-4-(2-(1-(5-oxa-2-azaspiro[3.4]oct-7-yl)piperidin-4-yl)-4-fluorophenyl)cyclohexan-1-ol